CN1N=C(C(=C1)C(=O)OCC)C1=CC(=CC=C1)[N+](=O)[O-] ethyl 1-methyl-3-(3-nitrophenyl)-1H-pyrazole-4-carboxylate